ethyl (R)-3-((R)-tetrahydrofuran-3-yl)-2-((4-(trifluoromethoxy)phenyl)sulfonamido)propanoate O1C[C@@H](CC1)C[C@H](C(=O)OCC)NS(=O)(=O)C1=CC=C(C=C1)OC(F)(F)F